Cl.NC(C(=O)N1CCN(CC1)C(=O)NC1=NC(N(C=C1)C1=CC(=C(C=C1)CN(CC)[C@@H]1CC[C@H](CC1)N)Cl)=O)(C)C 4-(2-Amino-2-methylpropanoyl)-N-(1-(4-((((trans)-4-aminocyclohexyl)(ethyl)amino)methyl)-3-chlorophenyl)-2-oxo-1,2-dihydropyrimidin-4-yl)piperazine-1-carboxamide hydrochloride salt